C(C)(C)(C)N1N=NC(=C1)C=O 1-tert-butyl-1H-1,2,3-triazole-4-carbaldehyde